C(C1=CC=CC=C1)OC=1C(=NC(=CC1)C)C1=C2N(C(=N1)C1=C(C=CC=C1)O)CCC2 2-(1-(3-(benzyloxy)-6-methylpyridin-2-yl)-6,7-dihydro-5H-pyrrolo[1,2-c]imidazol-3-yl)phenol